C1(CC1)C1=NN(C=C1C1=NC=C(C=C1)C)[C@@H]1C[C@H](C1)CNC=1C=C2C(N(C(C2=CC1)=O)C1C(NC(CC1)=O)=O)=O 5-(((trans-3-(3-cyclopropyl-4-(5-methylpyridin-2-yl)-1H-pyrazol-1-yl)cyclobutyl)methyl)amino)-2-(2,6-dioxopiperidin-3-yl)isoindoline-1,3-dione